FC1=C(CNC2=CC(=C(C#N)C=C2)F)C=CC(=C1)F 4-((2,4-difluorobenzyl)amino)-2-fluorobenzonitrile